bis(morpholinyl)(methyl)aluminum N1(CCOCC1)[Al](C)N1CCOCC1